3-(2-(ethyl (isopropyl) amino) ethyl)-1H-indol-5-yl propionate C(CC)(=O)OC=1C=C2C(=CNC2=CC1)CCN(C(C)C)CC